4-(3-((5-cyano-4-(4-fluorophenyl)thiazol-2-yl)amino)-2-ethyl-2H-pyrazolo[3,4-b]pyridin-5-yl)piperazine-1-carboxylic acid tert-butyl ester C(C)(C)(C)OC(=O)N1CCN(CC1)C1=CC=2C(N=C1)=NN(C2NC=2SC(=C(N2)C2=CC=C(C=C2)F)C#N)CC